(1S,2S)-1-[4-[(3S)-3-[[2-(2-aminoethoxy)ethoxy]methyl]pyrrolidine-1-sulfonyl]-2-methylphenoxy]-4,6-dichloro-N,N-dimethyl-2,3-dihydro-1H-inden-2-amine NCCOCCOC[C@@H]1CN(CC1)S(=O)(=O)C1=CC(=C(O[C@@H]2[C@H](CC3=C(C=C(C=C23)Cl)Cl)N(C)C)C=C1)C